C(C)N1N(C2=NC(=NC=C2C1=O)NC=1C=C2C=CN(C2=CC1)C)C1=NC(=CC=C1)OC1CCNCC1 2-ethyl-6-((1-methyl-1H-indol-5-yl)amino)-1-(6-(piperidin-4-yloxy)pyridin-2-yl)-1,2-dihydro-3H-pyrazolo[3,4-d]pyrimidin-3-one